2-(Benzo[d][1,3]dioxol-5-yl)-3-(isopropyl(methyl)amino)quinoxaline O1COC2=C1C=CC(=C2)C2=NC1=CC=CC=C1N=C2N(C)C(C)C